(S)-N-(3-(diethylamino)propyl)-2-(4-(pyrrolidin-2-yl)phenyl)benzo[d]imidazo[2,1-b]thiazole-7-carboxamide dihydrochloride Cl.Cl.C(C)N(CCCNC(=O)C1=CC2=C(N3C(S2)=NC(=C3)C3=CC=C(C=C3)[C@H]3NCCC3)C=C1)CC